CC=1C(C=C(N2CCC3=C(C12)C=CC(=C3)OCC3=NC=CC=C3)OCC3OCCC3)=O 1-methyl-9-(2-pyridylmethoxy)-4-(tetrahydrofuran-2-ylmethoxy)-6,7-dihydrobenzo[a]quinolizin-2-one